ClC=1C=CC(=C2N=CSC21)C(=O)OC methyl 7-chlorobenzo[d]thiazole-4-carboxylate